6-methyl-4-(4-(thiazol-2-yl)piperazin-1-yl)nicotinic acid CC1=NC=C(C(=O)O)C(=C1)N1CCN(CC1)C=1SC=CN1